tryptophan citrate C(CC(O)(C(=O)O)CC(=O)O)(=O)O.N[C@@H](CC1=CNC2=CC=CC=C12)C(=O)O